OCCN1CCN(CC1)CCCC(=O)OC methyl 4-(4-(2-hydroxyethyl)piperazin-1-yl)butanoate